[4-amino-2-(3,3-difluoropyrrolidin-1-yl)phenyl]-(4-methyl-2-phenylpiperazin-1-yl)methanone NC1=CC(=C(C=C1)C(=O)N1C(CN(CC1)C)C1=CC=CC=C1)N1CC(CC1)(F)F